N-(2-Amino-4-((3-(4-(trifluoromethyl)phenyl)propyl)amino)phenyl)decanamid NC1=C(C=CC(=C1)NCCCC1=CC=C(C=C1)C(F)(F)F)NC(CCCCCCCCC)=O